N=C(CC(=O)N)CC(C)C 3-imino-5-methylhexanamide